N-hexylpiperazine-1-carboximidamide C(CCCCC)NC(=N)N1CCNCC1